5-[2-(trifluoromethyl)-4-pyridyl]-1,3,4-oxadiazol-2-ol FC(C1=NC=CC(=C1)C1=NN=C(O1)O)(F)F